[Br-].[Br-].CC1=C(C(=C(C1(C)[Zr+2]C1C(=CC2=CC=CC=C12)CC(C)C)C)C)C (pentamethylcyclopentadienyl)(2-isobutylindenyl)zirconium dibromide